C(C1=CC=CC=C1)OC1CC(C1)C1=CNC=2N=CC=3C=CC(=CC3C21)C=2C=NN(C2)C 1-(3-(benzyloxy)cyclobutyl)-8-(1-methyl-1H-pyrazol-4-yl)-3H-pyrrolo[2,3-c]isoquinoline